FC1CC2[C@H]3CCCN3C3CCC4NCCC(N[C@@H](CCOC2CC1)C)C4N3 (6R,16R)-9-Fluoro-16-methyl-13-oxa-2,17,21,25-tetraazapentacyclo[16.6.2.02,6.07,12.022,26]hexacosane